CC(CC[C@@H](C(=O)O)NC1=NC=CC=C1)(C)C (S)-5,5-dimethyl-2-(2-pyridylamino)hexanoic acid